FC1=C(C=CC(=C1)F)C1=C(C=CC=C1)C1=C(C=CC(=C1)OC)S(=O)(=O)N (2',4'-difluoro-[1,1'-biphenyl]-2-yl)-4-methoxybenzenesulphonamide